BrC(C(=O)OCC)(C(=O)OCC)Br diethyl 2,2-dibromomalonate